1,2-dihydroxyl-9,10-anthraquinone OC1=C(C=CC=2C(C3=CC=CC=C3C(C12)=O)=O)O